CC1=CC=C(C=C1)S(=O)(=O)OCCCOC1=CC=C(C(=O)OC)C=C1 methyl 4-(3-(p-toluenesulfonyloxy)propoxy)benzoate